Trans-(3S,4S)-1-(4-aminopyrimidin-2-yl)-4-methoxypiperidin-3-ol NC1=NC(=NC=C1)N1C[C@@H]([C@H](CC1)OC)O